5-(4-cyclohexylphenyl)-2-(3-methylpyrazin-2-yl)-3-[3-(fluoromethyl)-2-methyl-azetidine-1-carbonyl]-4H-pyrazolo[1,5-a]pyrimidin-7-one C1(CCCCC1)C1=CC=C(C=C1)C=1NC=2N(C(C1)=O)N=C(C2C(=O)N2C(C(C2)CF)C)C2=NC=CN=C2C